ClC=1C=C2C(N(CN(C2=CC1OC(F)F)C1=C(C=C(C=C1)F)C)C1=C(NC(C=C1)=O)C)=O 6-chloro-7-(difluoromethoxy)-1-(4-fluoro-2-methylphenyl)-3-(2-methyl-6-oxo-1,6-dihydropyridin-3-yl)-2,3-dihydroquinazolin-4(1H)-one